The molecule is a sesquiterpene alkaloid with anti-HIV activity isolated from Tripterygium hypoglaucum. It has a role as an anti-HIV agent and a plant metabolite. It is a terpene lactone, a sesquiterpene alkaloid, a macrocyclic lactone, an acetate ester, a member of pyridines and a methyl ester. C[C@H]1CCC(=O)[C@H](C(=O)OC[C@]23[C@@H]([C@@H]([C@@H]4[C@H]([C@]25[C@@]([C@H]([C@@H]([C@@H]3OC(=O)C)OC(=O)C)OC(=O)[C@H]([C@H](C6=C(C=CC=N6)C(=O)OC[C@@]4(O5)C)C)C)(C)O)OC(=O)C)OC1=O)OC(=O)C)CC(=O)OC